FC=1N=C(N2N=C(C=C(C21)C2=CC=NN2C)N2[C@@H](COCC2)C)C2=CC=NN2C2OCCCC2 (3R)-4-(5-fluoro-4-(1-methyl-1H-pyrazol-5-yl)-7-(1-(tetrahydro-2H-pyran-2-yl)-1H-pyrazol-5-yl)imidazo[1,5-b]pyridazin-2-yl)-3-methylmorpholine